FC=1C=C(COC2=NC(N3C(N4[C@@]5(CO[C@H](C4)C5)C3)=C2F)=O)C=C(C1OC1=CC(=NC=C1)C(F)(F)F)F (3S,11aR)-7-((3,5-difluoro-4-((2-(trifluoromethyl)pyridin-4-yl)oxy)benzyl)oxy)-6-fluoro-3,4-dihydro-1H,9H,11H-3,11a-methanopyrimido[6',1':2,3]imidazo[5,1-c][1,4]oxazin-9-one